ClC=1C=C2CCN([C@H](C2=C(C1)Cl)C)C(=O)[C@H]1CN(CCO1)C(=O)OC(C)(C)C tert-butyl (R)-2-((S)-6,8-dichloro-1-methyl-1,2,3,4-tetrahydroisoquinoline-2-carbonyl)morpholine-4-carboxylate